C(C)(C)(C)OC(=O)NC=1SC2=C(C1C#N)C(=CC=C2F)C2=C(C=C1C(=NC=NC1=C2F)N([C@H]2CN(CC2)C(=O)OC(C)(C)C)C)C(F)(F)F tert-butyl (3R)-3-[[7-[2-(tert-butoxycarbonylamino)-3-cyano-7-fluoro-benzothiophen-4-yl]-8-fluoro-6-(trifluoromethyl)quinazolin-4-yl]-methyl-amino]pyrrolidine-1-carboxylate